N5-(4-(2,5,8,11,14-Pentaoxahexadecan-16-yloxy)phenethyl)-2-(furan-2-yl)-[1,2,4]triazolo[1,5-a][1,3,5]triazine-5,7-diamine COCCOCCOCCOCCOCCOC1=CC=C(CCNC2=NC=3N(C(=N2)N)N=C(N3)C=3OC=CC3)C=C1